1-butylethylene C(CCC)C=C